trihexyl-(tetradecyl)-phosphonium tetracyanoborate C(#N)[B-](C#N)(C#N)C#N.C(CCCCC)[P+](CCCCCCCCCCCCCC)(CCCCCC)CCCCCC